FC(N1N=CC=C1C1(NC(NC1=O)=O)CNC(=O)C1=NN(N=C1)C1=CC=C(C=C1)F)F N-({4-[1-(difluoromethyl)-1H-pyrazol-5-yl]-2,5-dioxoimidazolidin-4-yl}methyl)-2-(4-fluorophenyl)-2H-1,2,3-triazole-4-carboxamide